(3S,4S)-1-(4-(((R)-4-heptyl-3-(hexylcarbamoyl)piperazin-1-yl)methyl)benzoyl)-N3,N4-bis((1S,2R)-2-phenylcyclopropyl)pyrrolidine-3,4-dicarboxamide C(CCCCCC)N1[C@H](CN(CC1)CC1=CC=C(C(=O)N2C[C@H]([C@@H](C2)C(=O)N[C@@H]2[C@H](C2)C2=CC=CC=C2)C(=O)N[C@@H]2[C@H](C2)C2=CC=CC=C2)C=C1)C(NCCCCCC)=O